ClC1=NC(=C2N=CN(C2=N1)[C@H]1[C@@H]([C@@H]([C@H](O1)CS(=O)(=O)CP(O)(O)=O)O)O)NC1CCCC1 (((((2S,3S,4R,5R)-5-(2-chloro-6-(cyclopentylamino)-9H-purin-9-yl)-3,4-dihydroxytetrahydrofuran-2-yl)methyl)sulfonyl)methyl)phosphonic acid